4-ethyl-3,5-heptanediol bis(4-isopropyl benzoate) C(C)(C)C1=CC=C(C(=O)OC(CC)C(C(CC)OC(C2=CC=C(C=C2)C(C)C)=O)CC)C=C1